C(#C)[C@@]1([C@@H](O[C@@H]([C@H]1O)CO)N1C=NC=2C(N)=NC=NC12)O 2'-α-Ethynyladenosine